(Z)-7-(2-((1H-pyrrolo[2,3-b]pyridine-3-carbonyl)imino)thiazol-3(2H)-yl)-3,4-dihydroisoquinoline-2(1H)-carboxylic acid tert-butyl ester C(C)(C)(C)OC(=O)N1CC2=CC(=CC=C2CC1)N1/C(/SC=C1)=N/C(=O)C1=CNC2=NC=CC=C21